5-(2-(4-((3-chloro-5-(cyanomethyl)benzyl)amino)butoxy)ethoxy)benzo[c][2,6]naphthyridine-8-carboxamide ClC=1C=C(CNCCCCOCCOC2=NC3=C(C4=CN=CC=C24)C=CC(=C3)C(=O)N)C=C(C1)CC#N